3-(5-fluoro-6-((2R,3S)-2-methyl-3-((methylsulfonyl)methyl)azetidin-1-yl)pyridin-3-yl)-1H-indazole FC=1C=C(C=NC1N1[C@@H]([C@H](C1)CS(=O)(=O)C)C)C1=NNC2=CC=CC=C12